2-(7-fluoro-6-methoxy-2-methylindol-5-yl)pyrido[3,2-d]Pyrimidin-6-ol FC=1C(=C(C=C2C=C(NC12)C)C=1N=CC2=C(N1)C=CC(=N2)O)OC